3-((((1S,2R,3S,4R)-2,3-dihydroxy-4-(4-(methylamino)-7H-pyrrolo[2,3-d]pyrimidin-7-yl)cyclopentyl)methyl)amino)-N-phenethylpropanamide O[C@@H]1[C@@H](C[C@H]([C@@H]1O)N1C=CC2=C1N=CN=C2NC)CNCCC(=O)NCCC2=CC=CC=C2